NC=1C(=NON1)N1N=NC(=C1)C(=O)NNCC1=C(C=C(C=C1)C(F)(F)F)[N+](=O)[O-] (E)-1-(4-amino-1,2,5-oxadiazol-3-yl)-N'-(2-nitro-4-(trifluoromethyl)benzyl)-1H-1,2,3-triazole-4-carbohydrazide